NCCN1C[C@H]2[C@@H](CCC1)OC(N2C2=CC=C(C=C2)S(=O)(=O)N2CCN(CC2)C2=NC(=CC(=C2)C(F)(F)F)Cl)=O (3aS,8aR)-5-(2-aminoethyl)-3-[4-[4-[6-chloro-4-(trifluoromethyl)-2-pyridyl]piperazin-1-yl]sulfonylphenyl]-3a,4,6,7,8,8a-hexahydrooxazolo[4,5-c]azepin-2-one